CC=1C=C(C=CC1)C1=C(C(=CC=C1)/C=C/C=1C=C(CNC(C(=O)O)(CO)C)C=CC1C)C (E)-2-(3-(2-(3'-methyl-2-methylbiphenyl-3-yl)vinyl)-4-methylbenzylamino)-3-hydroxy-2-methylpropanoic acid